C(C)(C)(C)C1=C(C=CC(=C1)CC)O 2-tert-butyl-4-ethylphenol